(2s,4s)-1-((R)-2-(2-naphthoylamino)-3-cyclohexylpropionyl)-N-(4-amino-1-cyclobutyl-3,4-dioxobut-2-yl)-4-(piperidin-1-yl)pyrrolidine-2-carboxamide C1=C(C=CC2=CC=CC=C12)C(=O)N[C@@H](C(=O)N1[C@@H](C[C@@H](C1)N1CCCCC1)C(=O)NC(CC1CCC1)C(C(=O)N)=O)CC1CCCCC1